ClC1=NC(=C2N=CN(C2=N1)CC=1C=NC=CC1)N1CCOCC1 4-(2-chloro-9-(pyridin-3-ylmethyl)-9H-purin-6-yl)morpholine